1-(3,4-Dimethoxyphenyl)-3,4,6-tribenzyloxy-D-glucal COC=1C=C(C=CC1OC)C=1O[C@@H]([C@]([C@@](C1)(O)OCC1=CC=CC=C1)(O)OCC1=CC=CC=C1)C(O)OCC1=CC=CC=C1